1-((6-bromopyridin-2-yl)imino)tetrahydro-1H-1λ6-thiophene 1-oxide BrC1=CC=CC(=N1)N=S1(CCCC1)=O